C(C)(C)(C)C=1C=C(C=C(C1O)C(C)(C)C)CCC(=O)OCCOCCOCCOC(CCC1=CC(=C(C(=C1)C(C)(C)C)O)C(C)(C)C)=O triethylene glycol bis[3-(3,5-di-t-butyl-4-hydroxyphenyl) propionate]